5-(4-hexyloxyphenyl)-1,3-cyclohexanedione C(CCCCC)OC1=CC=C(C=C1)C1CC(CC(C1)=O)=O